COC1=C(C=2CCCC2C=C1)C(=O)O 5-methoxy-2,3-dihydro-1H-indene-4-carboxylic acid